C(C1=CC=CC=C1)(=O)C=1N2C=CC=C2C=C(C1)C(=O)N(CC)CC 5-benzoyl-N,N-diethylindolizine-7-carboxamide